3-Bromo-5-(3-(4-(tert-butyl)piperazin-1-yl)phenyl)-4-methoxy-1-methylpyridin-2(1H)-one BrC=1C(N(C=C(C1OC)C1=CC(=CC=C1)N1CCN(CC1)C(C)(C)C)C)=O